S-(2-(isobutyl(methyl)amino)-2-oxoethyl) ethanethioate C(C)(SCC(=O)N(C)CC(C)C)=O